Cl.N1=CC(=CC=C1)CCC=1N=C(SC1)C=NO 4-(2-(pyridin-3-yl)ethyl)thiazole-2-carbaldehyde oxime hydrochloride